(S)-2-(tert-butoxy)-2-(7-(4-chlorophenyl)-2-(3-(1-(1-(isopropoxycarbonyl)azetidin-3-yl)piperidin-4-yl)-1-methyl-1H-pyrazolo[4,3-b]pyridin-5-yl)-5-methylbenzo[d]thiazol-6-yl)acetic acid C(C)(C)(C)O[C@H](C(=O)O)C1=C(C2=C(N=C(S2)C2=CC=C3C(=N2)C(=NN3C)C3CCN(CC3)C3CN(C3)C(=O)OC(C)C)C=C1C)C1=CC=C(C=C1)Cl